COC(CNC1=NC=CC(=C1)CN1C(N(C(C1(C)C)=O)C1=CC=C2C3(CN(C2=C1)S(=O)(=O)C)CCC3)=O)(C)C 1-((2-((2-methoxy-2-methylpropyl)amino)pyridin-4-yl)methyl)-5,5-dimethyl-3-(1'-(methylsulfonyl)spiro[cyclobutane-1,3'-indolin]-6'-yl)imidazolidine-2,4-dione